1-[2-(4-morpholinyl)ethyl]-3-(4-ethylphenyl)urea N1(CCOCC1)CCNC(=O)NC1=CC=C(C=C1)CC